potassium (4-acetylpiperazin-1-yl)methyltrifluoroborate C(C)(=O)N1CCN(CC1)C[B-](F)(F)F.[K+]